FC=1C(=NC=C(C1)C(F)(F)F)N1CCN(CC1)C(=O)C1=C(C=CC(=C1)S(=O)(=O)C)O[C@H](C(F)(F)F)C (S)-[4-(3-fluoro-5-trifluoromethylpyridin-2-yl)piperazin-1-yl][5-(methanesulfonyl)-2-(2,2,2-trifluoro-1-methylethoxy)phenyl]methanone